OC(C)C=1C=C(C=CC1)NC(=O)NC=1C=C2C(N(C(N(C2=CC1)CCN1CCCCC1)=O)CCOC)=O 1-(3-(1-Hydroxyethyl)phenyl)-3-(3-(2-methoxyethyl)-2,4-dioxo-1-(2-(piperidin-1-yl)ethyl)-1,2,3,4-tetrahydroquinazolin-6-yl)urea